2-(4-methylmorpholin-2-yl)acetamide CN1CC(OCC1)CC(=O)N